2,6-bis(benzyloxy)-3-bromopyridine C(C1=CC=CC=C1)OC1=NC(=CC=C1Br)OCC1=CC=CC=C1